C(CCC)C(CO)(CO)CCCC 2,2-dibutylpropane-1,3-diol